C(C1CCC(CC1)N=C=O)C1CCC(CC1)N=C=O methylene-bis(4-isocyanatocyclohexane)